C(C)N1CC2(CN(C2)C=2C=CC(=NC2)NC2=NC=C(C(=N2)C2=CC=3C(N(CC4(C3S2)CCCC4)C)=O)F)C1 2'-(2-((5-(6-ethyl-2,6-diazaspiro[3.3]hept-2-yl)pyridin-2-yl)amino)-5-fluoropyrimidin-4-yl)-5'-methyl-5',6'-dihydro-4'H-spiro[cyclopentane-1,7'-thieno[3,2-c]pyridin]-4'-one